5-((6-chloro-2-((6-methoxypyridin-3-yl)methyl)-3-oxoisoindolin-1-yl)methyl)-6-methylpyrimidine-4-carbonitrile ClC1=CC=C2C(N(C(C2=C1)CC=1C(=NC=NC1C)C#N)CC=1C=NC(=CC1)OC)=O